NC(C(O)C=1C=NN(C1)CC1=CC=CC=C1)C 2-amino-1-(1-benzyl-pyrazol-4-yl)propan-1-ol